(3S)-3-[(pyridin-2-yl)-amino]pent-4-ynoic acid N1=C(C=CC=C1)N[C@@H](CC(=O)O)C#C